methyl-1H-thieno[3,2-c]pyrazole CN1N=CC2=C1C=CS2